C(CC(C)C)N(CCN(CCN(CCN(C)CCC(C)C)C)C)C N,N'''-diisopentyl-N,N',N'',N'''-tetramethyl(triethylenetetraamine)